ClC1=C(C(=CC=C1)Cl)NC(=O)C=1C(=NC(=NC1)NC=1C=NN(C1)C1CCN(CC1)C)OCCCOC N-(2,6-dichlorophenyl)-4-(3-methoxypropoxy)-2-{[1-(1-methylpiperidin-4-yl)-1H-pyrazol-4-yl]amino}pyrimidine-5-carboxamide